2-hydroxyethylenediaminetetraacetic acid OC(CN(CC(=O)O)CC(=O)O)N(CC(=O)O)CC(=O)O